C(C)(C)C1C(CC(CC1)(C)C)C(=O)NCCC1=CC=C(C=C1)OC 2-isopropyl-N-(4-methoxyphenylethyl)-5,5-dimethylcyclohexanecarboxamide